1-methyl-2-propan-2-yloxybenzene CC1=C(C=CC=C1)OC(C)C